acryloyloxytridecylmethyldiethoxysilane C(C=C)(=O)OCCCCCCCCCCCCC[Si](OCC)(OCC)C